FC(C(CC(=O)C1N(CC1)C(=O)OC(C)(C)C)(C(=O)OC)O)(F)F tert-butyl 2-(4,4,4-trifluoro-3-hydroxy-3-(methoxycarbonyl)butanoyl)azetidine-1-carboxylate